NC1=CC2=C(N(C([C@H](O2)C)=O)[C@@H](C)C2=CC=CC=C2)C=C1F (2R)-7-amino-6-fluoro-2-methyl-4-[(1S)-1-phenylethyl]-2H-1,4-benzoxazin-3-one